FC1=C(C=CC=C1)/C=C/C(=O)OC1=CC=CC2=CC=CC(=C12)OC(C=CC1=C(C=CC=C1)F)=O naphthalene-1,8-diyl (2E,2'E)-bis(3-(2-fluorophenyl)acrylate)